1-((2S,4r)-4-((5-chloro-2-((1-(difluoromethyl)-1H-pyrazol-4-yl)amino)-7H-pyrrolo[2,3-d]pyrimidin-4-yl)oxy)-2-methylpyrrolidin-1-yl)prop-2-en-1-one ClC1=CNC=2N=C(N=C(C21)O[C@@H]2C[C@@H](N(C2)C(C=C)=O)C)NC=2C=NN(C2)C(F)F